Tert-butyl (cyclopropyl(5-sulfamoylthiophen-2-yl)methyl)(methyl)carbamate C1(CC1)C(C=1SC(=CC1)S(N)(=O)=O)N(C(OC(C)(C)C)=O)C